FC1=C(C=CC=C1F)[C@H]([C@H]1[C@@H]2N(C(C=3N1N=CC(C3O)=O)=O)CCC2)C2=CC(=CC=C2)F (9aR,10S)-10-((R)-(2,3-difluorophenyl)(3-fluorophenyl)methyl)-4-hydroxy-8,9,9a,10-tetrahydro-7H-pyrrolo[1',2':4,5]pyrazino[1,2-b]pyridazine-3,5-dione